BrCCCCCN1N=C(C=C1)C(=O)O 1-(5-bromopentyl)-1H-pyrazole-3-carboxylic acid